(R)-3-(4-amino-3-(7-(3-morpholinobenzamido)benzo[d][1,3]dioxol-4-yl)-1H-pyrazolo[3,4-d]pyrimidin-1-yl)piperidine-1-carboxylic acid tert-butyl ester C(C)(C)(C)OC(=O)N1C[C@@H](CCC1)N1N=C(C=2C1=NC=NC2N)C2=CC=C(C=1OCOC12)NC(C1=CC(=CC=C1)N1CCOCC1)=O